2-fluoro-4-(3-((4-hydroxy-2-methylphenyl)amino)-1H-pyrazol-5-yl)phenol FC1=C(C=CC(=C1)C1=CC(=NN1)NC1=C(C=C(C=C1)O)C)O